C(C)(C)(C)C1=C(C(=C(C(=O)[O-])O)C(C)(C)C)C=CC=C1 di(t-butyl)hydroxycinnamate